(3S)-N-[3-(2-[[(2S)-1-hydroxypropan-2-yl]amino]-6-(1H-pyrazol-4-yl)pyridin-4-yl)-4-methylphenyl]-3-(2,2,2-trifluoroethyl)pyrrolidine-1-carboxamide OC[C@H](C)NC1=NC(=CC(=C1)C=1C=C(C=CC1C)NC(=O)N1C[C@@H](CC1)CC(F)(F)F)C=1C=NNC1